Cl.C1(=CC=CC=C1)N1NC(=C(C1)C(C(C)C)=O)C 1-Phenyl-3-methyl-4-isobutyryl-pyrazoline hydrochloride